N-(2,4-dimethoxybenzyl)-1-(N-(1-(4-methoxyphenyl)-1H-pyrazol-3-yl)propiolamido)cyclopentane-1-carboxamide COC1=C(CNC(=O)C2(CCCC2)N(C(C#C)=O)C2=NN(C=C2)C2=CC=C(C=C2)OC)C=CC(=C1)OC